BrC(=O)OC(C(C)C)C(C)C 2,4-dimethyl-3-pentyl bromoformate